4-((S)-2-(dimethylamino)-3-((R)-5-methyl-3-phenylhexanamido)propyl)-2-fluoro-N-methylbenzamide CN([C@@H](CC1=CC(=C(C(=O)NC)C=C1)F)CNC(C[C@@H](CC(C)C)C1=CC=CC=C1)=O)C